ClC1=C(C=CC=C1)CC(=O)NC1=CC(=C(C=C1)C=1OC(=NN1)C1CC1)S(N=CN(C)C)(=O)=O 2-(2-chlorophenyl)-N-[4-(5-cyclopropyl-1,3,4-oxadiazol-2-yl)-3-{[(dimethylamino)methylidene]Sulfamoyl}phenyl]Acetamide